The molecule is a methylpyridine that coinsists of 2-methylp[yridine bearing an additional phenylethynyl group at position 6. Potent and highly selective non-competitive antagonist at the mGlu5 receptor subtype (IC50 = 36 nM) and a positive allosteric modulator at mGlu4 receptors. Centrally active following systemic administration in vivo. Reverses mechanical hyperalgesia in the inflamed rat hind paw. It has a role as a metabotropic glutamate receptor antagonist and an anxiolytic drug. It is a member of methylpyridines and an acetylenic compound. It is a conjugate base of a 2-methyl-6-(phenylethynyl)pyridinium(1+). It derives from a hydride of an acetylene. CC1=NC(=CC=C1)C#CC2=CC=CC=C2